OC1=C2C=CC(OC2=CC(=C1C(\C=C\C1=CC=C(C=C1)N1CCCCC1)=O)OC)(C)C (E)-1-(5-hydroxy-7-methoxy-2,2-dimethyl-2H-chromen-6-yl)-3-(4-(piperidin-1-yl)phenyl)prop-2-en-1-one